ClC1=CC=C2C(=C(C(N(C2=C1)C1=C(C=CC=C1)Cl)=O)C(C(=O)N)OC)NC (7-chloro-1-(2-chlorophenyl)-4-(methylamino)-2-oxo-1,2-dihydroquinolin-3-yl)-2-methoxyacetamide